C(/C1=CN=CC=C1)(\N)=N/O (E)-nicotinamide oxime